C(CCCCCCCCCCCCCCCCCCCCCCC)OC(CC)=O.N1=CC=C(C=C1)C1=CC=C(C2=CC=CC=C12)C1=CC=NC=C1 1,4-di(pyridine-4-yl)naphthalene n-tetracosyl-propionate